ClC1C(NC2=C(O1)C(=CC(=C2)C)C2(OCCO2)C)=O 2-Chloro-6-methyl-8-(2-methyl-1,3-dioxolan-2-yl)-2H-benzo[b][1,4]oxazin-3(4H)-one